trans-5-bromo-2-(4-(4-(4-chlorophenyl)-5-methyl-4H-1,2,4-triazol-3-yl)cyclohexyl-oxy)pyridine BrC=1C=CC(=NC1)O[C@@H]1CC[C@H](CC1)C1=NN=C(N1C1=CC=C(C=C1)Cl)C